tert-butyl (3-(2-hydroxyethyl)phenyl)carbamate OCCC=1C=C(C=CC1)NC(OC(C)(C)C)=O